(-)-alpha-methyl-benzylamine CC(C1=CC=CC=C1)N